N1=CC(=CC=C1)C1=NC2=CC=CC=C2C=N1 (pyridin-3-yl)quinazolin